C(C=C)C=1C=C(C=CC1)N1N=C2C(=N1)C=CC=C2 2-(3-allylphenyl)-2H-benzotriazole